CC1CC(CCCCCCCCC=CC1)=O 3-methyl-cyclotetradec-5-enone